2-(2H-triazol-2-yl)-6-((4-(perfluorooctyl)phenyl)amino)-4-(2,4,4-trimethylpent-2-yl)phenol N=1N(N=CC1)C1=C(C(=CC(=C1)C(C)(CC(C)(C)C)C)NC1=CC=C(C=C1)C(C(C(C(C(C(C(C(F)(F)F)(F)F)(F)F)(F)F)(F)F)(F)F)(F)F)(F)F)O